(1S,5R,E)-1-(2-chloro-3-fluorophenyl)-N-(6-methoxypyridin-3-yl)-3-azabicyclo[3.1.0]hexane ClC1=C(C=CC=C1F)[C@]12CN(C[C@@H]2C1)C=1C=NC(=CC1)OC